tris(para-toluyl)phosphine C1(=CC=C(C=C1)P(C1=CC=C(C=C1)C)C1=CC=C(C=C1)C)C